C1(CCC1)CS(=O)(C1=CC2=CN(N=C2C=C1)C=1C=NC=C(C1)F)=NCC (cyclobutylmethyl)(ethylimino)(2-(5-fluoropyridin-3-yl)-2H-indazol-5-yl)-λ6-sulfanone